1-(4-(2-((tert-butoxycarbonyl)amino)-2-methylpropionyl)piperazine-1-carbonyl)-3-methyl-1H-imidazol-3-ium iodide [I-].C(C)(C)(C)OC(=O)NC(C(=O)N1CCN(CC1)C(=O)N1C=[N+](C=C1)C)(C)C